[Si](C1=CC=CC=C1)(C1=CC=CC=C1)(C(C)(C)C)OCC[C@@H]1[C@H](C1)CN ((1S,2R)-2-(2-((tert-butyldiphenylsilyl)oxy)ethyl)cyclopropyl)methylamine